ClC1=C(C=CC(=C1)B1OC(C(O1)(C)C)(C)C)N(C(C)=O)CC1CC1 N-[2-chloro-4-(4,4,5,5-tetramethyl-1,3,2-dioxaborolan-2-yl)phenyl]-N-(cyclopropylmethyl)acetamide